FC=1C=C(C=C(C1)F)C1=C2C(=NC=C1)C(=C(S2)C(=O)OC)C=C methyl 7-(3,5-difluorophenyl)-3-vinylthieno[3,2-b]pyridine-2-carboxylate